ClC1=NC2=NC(=C(N=C2C(=N1)C1=CCCC1)C)C 2-chloro-4-(cyclopent-1-en-1-yl)-6,7-dimethylpteridine